FC1=CC(=CC2=C1CN([C@H](CO2)C)C(=O)C2(COC2)COC)C(=O)N (3S)-6-fluoro-4-{[3-(methoxymethyl)oxetan-3-yl]carbonyl}-3-methyl-3,5-dihydro-2H-1,4-benzoxazepine-8-carboxamide